ClCCCCN1N=CC=C(C1=O)C1=CC(=CC=C1)Cl 2-(4-chlorobutyl)-4-(3-chlorophenyl)-2,3-dihydropyridazin-3-one